O=C1NC(CCC1N1C(N(C2=C1C=CC(=C2)C#CCO[C@H]2C[C@@H](N(C2)C(=O)OC(C)(C)C)C(=O)OCC2=CC=CC=C2)C)=O)=O O2-benzyl O1-tert-butyl (2R,4S)-4-[3-[1-(2,6-dioxo-3-piperidyl)-3-methyl-2-oxo-benzimidazol-5-yl]prop-2-ynoxy]pyrrolidine-1,2-dicarboxylate